mono(2-ethyl-5-oxohexyl) phthalate (mono(2-ethyl-5-oxohexyl) phthalate) C(C)C(CC1=C(C(C(=O)O)=CC=C1)C(=O)O)CCC(C)=O.C(C=1C(C(=O)O)=CC=CC1)(=O)OCC(CCC(C)=O)CC